N-(4-(aminomethyl)phenyl)-1-hydroxy-2-naphthamide hydrochloride Cl.NCC1=CC=C(C=C1)NC(=O)C1=C(C2=CC=CC=C2C=C1)O